acryloyloxyhexylhydrogenphosphate C(C=C)(=O)OCCCCCCOP(=O)(O)[O-]